5-(Cyclopropylmethyl)isoxazole-3-carboxylic acid C1(CC1)CC1=CC(=NO1)C(=O)O